ClC=1C=C(C=NC1)[C@H](C)NC(=O)C=1C=NC2=C(N=C(C=C2C1N1CCN[C@H](CC1)C)C)C1CC1 N-[(S)-1-(5-chloro-3-pyridyl)ethyl]-4-[(S)-5-methyl-1,4-diazepan-1-yl]-8-cyclopropyl-6-methyl-1,7-diaza-3-naphthamide